(R)-7-(3-(2-(5H-Pyrrolo[2,3-b]pyrazin-7-yl)thiazol-4-yl)phenyl)-7H-pyrrolo[1,2-a]imidazol-7-ol N1=C2C(=NC=C1)NC=C2C=2SC=C(N2)C=2C=C(C=CC2)[C@@]2(C=CN1C2=NC=C1)O